FC(C(S(=O)(=O)[O-])(F)F)(F)F.FC(C(S(=O)(=O)[O-])(F)F)(F)F.[Li+].[Li+] lithium bis(pentafluoroethanesulfonate)